(2S)-2-amino-8-[(2R,3S)-3-ethynyl-tetrahydrofuran-2-yl]8-Oxooctanoic acid N[C@H](C(=O)O)CCCCCC(=O)[C@@H]1OCC[C@H]1C#C